2,2,4,4-tetramethyl-cyclobutanedimethanol CC1(C(C(C1)(C)C)(CO)CO)C